C(C)(=O)O[C@@H]1[C@@H]([C@H]([C@H](O[C@@H]1CN=[N+]=[N-])O[C@H]1[C@H]([C@H]([C@@H](C[C@@H]1N=[N+]=[N-])N=[N+]=[N-])CC(=O)[O-])O)N=[N+]=[N-])F [(1S,2S,3R,4S,6R)-3-[(2R,3S,4R,5S,6R)-5-acetoxy-3-azido-6-(azidomethyl)-4-fluoro-tetrahydropyran-2-yl]oxy-4,6-diazido-2-hydroxy-cyclohexyl]acetate